CC(C)(NC(C(C)C)C1=CC=CC=C1)C 2,2,5-trimethyl-4-phenyl-3-azahexane